2-ammonio-4-carboxybutanoate [NH3+]C(C(=O)[O-])CCC(=O)O